Racemic-3-(isoquinolin-4-yl)-1-(3-(methylsulfonyl)phenyl)-2-oxoimidazolidine-4-carbonitrile C1=NC=C(C2=CC=CC=C12)N1C(N(C[C@@H]1C#N)C1=CC(=CC=C1)S(=O)(=O)C)=O |r|